N(=[N+]=[N-])CC1C(C1)C[C@@H](C(=O)OC)[C@@H](C)NC(=O)OC(C)(C)C Methyl (2R,3R)-2-((2-(azidomethyl)cyclopropyl)methyl)-3-((tert-butoxycarbonyl)amino)butanoate